5-((benzo[d][1,3]dioxol-5-ylmethyl)amino)-N-(cyclopropylmethyl)-2-morpholinobenzamide O1COC2=C1C=CC(=C2)CNC=2C=CC(=C(C(=O)NCC1CC1)C2)N2CCOCC2